C(C1=CC=CC=C1)C1=C(C(NC2=CC=C(C=C12)Cl)=O)C1=NNC(C1)C=1C=NC=CC1 4-benzyl-6-chloro-3-[5-(3-pyridyl)-4,5-dihydro-1H-pyrazol-3-yl]-1H-quinolin-2-one